(S)-2-(1-(4-fluorophenyl)-3,4-dihydroisoquinolin-2(1H)-yl)-2-oxoacetyl chloride FC1=CC=C(C=C1)[C@@H]1N(CCC2=CC=CC=C12)C(C(=O)Cl)=O